2-((4-(1-(2,6-Dioxopiperidin-3-yl)-3-methyl-2-oxo-2,3-dihydro-1H-benzo[d]imidazol-5-yl)piperidin-1-yl)methyl)-7-azaspiro[3.5]nonane-7-carboxylic acid tert-butyl ester C(C)(C)(C)OC(=O)N1CCC2(CC(C2)CN2CCC(CC2)C2=CC3=C(N(C(N3C)=O)C3C(NC(CC3)=O)=O)C=C2)CC1